C(C=C)(=O)[O-].C(C=C)(=O)[O-].C(C=C)(=O)[O-].C(C=C)(=O)[O-].[Si+4] silicon tetraacrylate